(S)-5-(6-Chloropyridin-2-yl)-7-methyl-N-(1,1,1-trifluoropropan-2-yl)pyrazolo[1,5-a]Pyrimidine ClC1=CC=CC(=N1)C1=NC=2N(C(=C1)C)N(CC2)[C@H](C(F)(F)F)C